1-azido-4-chloro-2-fluoro-benzene N(=[N+]=[N-])C1=C(C=C(C=C1)Cl)F